BrC=1C=C2C=CC(=CC2=CC1)CC(C(=O)OC)C(=O)OC Dimethyl 2-(6-bromo-naphthalen-2-ylmethyl)-malonate